C(#C)C1=CC=C(CNC(=O)[C@H]2N(C[C@@H](C2)O)C(C(C(CCN2CCOCC2)(C)C)NC(OC2=CC=CC=C2)=O)=O)C=C1 Phenyl (1-((2S,4R)-2-((4-ethynylbenzyl)carbamoyl)-4-hydroxypyrrolidin-1-yl)-3,3-dimethyl-5-morpholino-1-oxopentan-2-yl)carbamate